ClC1=NC=C(C(=N1)OCC1=CC=C(C=C1)C=1N(C=C(N1)C(F)(F)F)C(C)C)C 2-chloro-4-[[4-[1-isopropyl-4-(trifluoromethyl)imidazol-2-yl]phenyl]methoxy]-5-methyl-pyrimidine